(1R,3R,4R)-N-((R)-1-cyano-2-((R)-2-oxopyrrolidin-3-yl)ethyl)-5,5-difluoro-2-(2-methyl-1H-indole-7-carbonyl)-2-azabicyclo[2.2.2]octane-3-carboxamide C(#N)[C@@H](C[C@@H]1C(NCC1)=O)NC(=O)[C@@H]1N([C@H]2CC([C@@H]1CC2)(F)F)C(=O)C=2C=CC=C1C=C(NC21)C